1,2-dipalmitoyl-3-oleoyl-glycerol C(CCCCCCCCCCCCCCC)(=O)OCC(OC(CCCCCCCCCCCCCCC)=O)COC(CCCCCCC\C=C/CCCCCCCC)=O